1-(4-(4-morpholinyl-6-(5-(morpholinylmethyl)thiophen-2-yl)-1,3,5-triazin-2-yl)phenyl)-3-(pyridin-2-ylmethyl)urea N1(CCOCC1)C1=NC(=NC(=N1)C=1SC(=CC1)CN1CCOCC1)C1=CC=C(C=C1)NC(=O)NCC1=NC=CC=C1